(1R,5S)-3-(7-Bromo-2-chloro-8-fluoro-6-iodoquinazolin-4-yl)-3,8-diazabicyclo[3.2.1]octane BrC1=C(C=C2C(=NC(=NC2=C1F)Cl)N1C[C@H]2CC[C@@H](C1)N2)I